1-bromo-3-fluoro-5-(trifluoromethoxy)benzene BrC1=CC(=CC(=C1)OC(F)(F)F)F